FC=1C=C(C=CC1F)N[C@@H](C)C(=O)O L-3,4-difluorophenyl-alanine